C(OC1CN(C1)C1=NN(C2=C1C=NC(=C2)C2=NN(C=C2[N+](=O)[O-])C2OCCCC2)CC2COCC2)([2H])([2H])[2H] 3-(3-(methoxy-d3)azetidin-1-yl)-6-(4-nitro-1-(tetrahydro-2H-pyran-2-yl)-1H-pyrazol-3-yl)-1-((tetrahydrofuran-3-yl)methyl)-1H-pyrazolo[4,3-c]pyridine